C(C)(C)OC1=C(C=C2C(=N1)OC(C2)(C)C)C(=O)NC2=NC(=CC=C2)C=2C=NN(C2)C 6-Isopropoxy-2,2-dimethyl-N-(6-(1-methyl-1H-pyrazol-4-yl)pyridin-2-yl)-2,3-dihydrofuro[2,3-b]pyridine-5-carboxamide